3-{[(5-fluoropyridin-2-yl)oxy]methyl}-2-{[5-methyl-2-(1,3-thiazol-2-yl)phenyl]carbonyl}-2-azabicyclo[3.1.1]heptane FC=1C=CC(=NC1)OCC1N(C2CC(C1)C2)C(=O)C2=C(C=CC(=C2)C)C=2SC=CN2